OC=1C=C2CC[C@@H]([C@@H](C2=CC1)C1=CC=C(C=C1)N1CCC(CC1)CCN1CCN(CC1)C=1C=C2CN(C(C2=C(C1)OC)=O)C1C(NC(CC1)=O)=O)C1=CC=CC=C1 3-[5-[4-[2-[1-[4-[(1R,2S)-6-hydroxy-2-phenyl-tetralin-1-yl]phenyl]-4-piperidyl]ethyl]piperazin-1-yl]-7-methoxy-1-oxo-isoindolin-2-yl]piperidine-2,6-dione